5-chloro-7-methylisatin ClC=1C=C2C(C(NC2=C(C1)C)=O)=O